BrC=1OC2=C(C1)C(=CC=C2)C2C(NC(CC2)=O)=O 3-(2-bromobenzofuran-4-yl)piperidine-2,6-dione